(R)-6-(3-(2,3-difluorophenyl)isoxazolidin-2-yl)-N-(4-fluorobenzyl)pyrimidin-4-amine FC1=C(C=CC=C1F)[C@@H]1N(OCC1)C1=CC(=NC=N1)NCC1=CC=C(C=C1)F